NCCCN1CCN(CC1)CCCN(C(OC(C)(C)C)=O)C tert-butyl N-[3-[4-(3-aminopropyl)piperazin-1-yl]propyl]-N-methyl-carbamate